3-(5-amino-8-bromo-2-(cyclohexylmethyl)-[1,2,4]triazolo[1,5-c]pyrimidin-7-yl)benzonitrile NC1=NC(=C(C=2N1N=C(N2)CC2CCCCC2)Br)C=2C=C(C#N)C=CC2